N-cyclohexyl-5-(4-((trifluoromethyl)thio)phenyl)-1H-pyrrolo[2,3-b]pyridin-4-amine C1(CCCCC1)NC=1C2=C(N=CC1C1=CC=C(C=C1)SC(F)(F)F)NC=C2